Methyl 5-((2,6-difluoro-3,5-dimethoxyphenyl)ethynyl)-2-(methylthio)pyrimidine-4-carboxylate FC1=C(C(=C(C=C1OC)OC)F)C#CC=1C(=NC(=NC1)SC)C(=O)OC